C1(CC1)[C@H](C(=O)NCC1=C2C(=NC=3C=C(C(=CC13)C)Cl)C1=CC3=C(C(N1C2)=O)COC([C@]3(O)CC)=O)O (R)-2-cyclopropyl-N-(((S)-4-ethyl-8-chloro-4-hydroxy-9-methyl-3,14-dioxo-3,4,12,14-tetrahydro-1H-pyrano[3',4':6,7]indolizino[1,2-b]quinolin-11-yl)methyl)-2-hydroxyacetamide